Methyl 4-((2-(((tert-butoxycarbonyl)(2-(4-fluorophenyl)cyclopropyl)amino)methyl)-5,6-dihydroimidazo[1,2-a]pyrazin-7(8H)-yl)methyl)benzoate C(C)(C)(C)OC(=O)N(C1C(C1)C1=CC=C(C=C1)F)CC=1N=C2N(CCN(C2)CC2=CC=C(C(=O)OC)C=C2)C1